BrC=1C=C(C=CC1)[C@@H](C)NC1=NC(=NC2=CC(=C(C=C12)OC)OCCCCCCCCCCCN1CCN(CC1)C(CNC1=CC=C(C=C1)C1C(NC(CC1)=O)=O)=O)C 3-(4-((2-(4-(11-((4-(((R)-1-(3-bromophenyl)ethyl)amino)-6-methoxy-2-methyl-quinazolin-7-yl)oxy)undecyl)piperazin-1-yl)-2-oxoethyl)amino)phenyl)piperidine-2,6-dione